C(=C)S(=O)(=O)CCS(=O)(=O)C=C 1,2-bis(vinyl-sulfonyl)ethane